ClC1=NC2=CN=CC=C2C2=C1C1=C(N2)C(N(C=C1)CC1=C(C=C(C=C1)OC)OC)=O 6-chloro-9-(2,4-dimethoxybenzyl)-9,11-dihydro-10H-pyrido[4',3':4,5]pyrrolo[3,2-c][1,7]naphthyridin-10-one